(2R,4S,6S)-2,6-dimethyltetrahydro-2H-pyran-4-ol C[C@H]1O[C@H](CC(C1)O)C